[3-(2-methoxyethyl)[1,4'-bipiperidine]-1'-yl]{2-[methyl(pyridin-2-ylmethyl)amino]-1,3-thiazol-5-yl}methanone COCCC1CN(CCC1)C1CCN(CC1)C(=O)C1=CN=C(S1)N(CC1=NC=CC=C1)C